N-(4-(trifluoromethoxy)phenyl)-1H-pyrazole-3-carboxamide FC(OC1=CC=C(C=C1)NC(=O)C1=NNC=C1)(F)F